5'-chloro-N-methyl-N-(1-methylpyrrolidin-3-yl)-7'-oxo-7',8'-dihydro-6'H-spiro[cyclohexane-1,9'-furo[2,3-f]quinazoline]-2'-carboxamide ClC=1C=C2C(=C3C4(NC(NC13)=O)CCCCC4)OC(=C2)C(=O)N(C2CN(CC2)C)C